(3S)-3-(1-methyl-1H-pyrazol-4-yl)-1,2-oxazolidine-2-carboxylic acid tert-butyl ester C(C)(C)(C)OC(=O)N1OCC[C@H]1C=1C=NN(C1)C